ClC=1C=C(C=C2C=C(N=NC12)NC(=O)C1CC1)C=1C=NC=CC1C N-(8-Chloro-6-(4-methylpyridin-3-yl)cinnolin-3-yl)cyclopropanecarboxamide